N-(2-(4-(trifluoromethyl)phenyl)pyridin-3-yl)benzamide FC(C1=CC=C(C=C1)C1=NC=CC=C1NC(C1=CC=CC=C1)=O)(F)F